4-(5-(3,5-dichlorophenyl)-5-(trifluoromethyl)-4,5-dihydroisoxazol-3-yl)-N-((methoxyimino)methyl)-1-naphthamide ClC=1C=C(C=C(C1)Cl)C1(CC(=NO1)C1=CC=C(C2=CC=CC=C12)C(=O)NC=NOC)C(F)(F)F